4-bromo-1-(4-methoxyphenyl)-5-phenyl-1H-pyrazole BrC=1C=NN(C1C1=CC=CC=C1)C1=CC=C(C=C1)OC